CC=1SC=C(C1CCC1(CCN(CC1)CC=1C=NN(C1)C)COCC)C 4-(2-(2,4-dimethyl-thiophen-3-yl)ethyl)-4-(ethoxymethyl)-1-((1-methyl-1H-pyrazol-4-yl)methyl)piperidine